N-(1,1-dimethyl-2-(2,2,2-trifluoroacetyl)-1,2,3,4-tetrahydroisoquinolin-7-yl)-5-(2-fluoropyridin-3-yl)-1H-indazole-3-carboxamide CC1(N(CCC2=CC=C(C=C12)NC(=O)C1=NNC2=CC=C(C=C12)C=1C(=NC=CC1)F)C(C(F)(F)F)=O)C